C(C)(C)(C)OC(NC12CCC(C1)(C2)C(NC2=NC=C(C=C2)OC(F)(F)F)=O)=O (4-((5-(trifluoromethoxy)pyridin-2-yl)carbamoyl)bicyclo[2.1.1]hex-1-yl)carbamic acid tert-butyl ester